[3,3-dimethyl-2-(2-methyl-pyrimidin-4-ylamino)-butyryl]-6,6-dimethyl-3-aza-bicyclo[3.1.0]hexane-2-carboxylic acid CC(C(C(=O)C12C(NCC2C1(C)C)C(=O)O)NC1=NC(=NC=C1)C)(C)C